(±)-trans-isopropyl 2-(3-((2-methyl-6-(1-methyl-5-((((4-nitrophenoxy)carbonyl)oxy) methyl)-1H-1,2,3-triazol-4-yl)pyridin-3-yl)oxy)cyclopentyl)acetate CC1=NC(=CC=C1O[C@@H]1C[C@H](CC1)CC(=O)OC(C)C)C=1N=NN(C1COC(=O)OC1=CC=C(C=C1)[N+](=O)[O-])C |r|